8-bromo-2-(morpholin-4-yl)-N-({5-[2-(trifluoromethoxy)phenyl]-1H-imidazol-2-yl}methyl)pyrazolo[1,5-a][1,3,5]triazin-4-amine BrC=1C=NN2C1N=C(N=C2NCC=2NC(=CN2)C2=C(C=CC=C2)OC(F)(F)F)N2CCOCC2